O6-[2-[(4-fluorobicyclo[2.2.2]octane-1-carbonyl)oxymethyl]-2-(hydroxymethyl)-3-[6-[(Z)-non-3-enoxy]-6-oxo-hexanoyl]oxy-propyl] O1-[(Z)-non-3-enyl] hexanedioate C(CCCCC(=O)OCC(COC(CCCCC(=O)OCC\C=C/CCCCC)=O)(CO)COC(=O)C12CCC(CC1)(CC2)F)(=O)OCC\C=C/CCCCC